The molecule is a triglyceride formed by acylation of the three hydroxy groups of glycerol with linoleic acid. It has a role as a mouse metabolite. It is a triglyceride, a TG(18:2/18:2/18:2) and a linoleoyl containing 1,2,3-triacyl-sn-glycerol. It derives from a linoleic acid. CCCCC/C=C\\C/C=C\\CCCCCCCC(=O)OCC(OC(=O)CCCCCCC/C=C\\C/C=C\\CCCCC)COC(=O)CCCCCCC/C=C\\C/C=C\\CCCCC